dimethylsilylenebis(indenyl)methoxyzirconium chloride [Cl-].C[Si](=[Zr+]OC(C1C=CC2=CC=CC=C12)C1C=CC2=CC=CC=C12)C